2-((2S,4S)-1-(but-2-ynoyl)-4-(8-chloro-7-(3-chloro-2-methylphenyl)-4-(((S)-1-(dimethylamino)propan-2-yl)oxy)-6-fluoro-1H-[1,2,3]triazolo[4,5-c]quinolin-1-yl)piperidin-2-yl)acetonitrile C(C#CC)(=O)N1[C@@H](C[C@H](CC1)N1N=NC=2C(=NC=3C(=C(C(=CC3C21)Cl)C2=C(C(=CC=C2)Cl)C)F)O[C@H](CN(C)C)C)CC#N